(S)-1-(6-(1H-pyrazol-1-yl)pyrimidin-4-yl)-7'-(3,5-difluorophenyl)dihydro-1'H,3'H,5'H-spiro[piperidine-4,2'-pyrazolo[1,2-a]pyrazol]-1'-one N1(N=CC=C1)C1=CC(=NC=N1)N1CCC2(CN3N([C@@H](CC3)C3=CC(=CC(=C3)F)F)C2=O)CC1